2'-inosinic acid [C@@H]1([C@H](OP(=O)(O)O)[C@H](O)[C@@H](CO)O1)N1C=NC=2C(O)=NC=NC12